Cl.O=C1NC2=CC=CC=C2C(=C1)C=1C=C(CNS(=O)(=O)N)C=CC1 N-(3-(2-oxo-1,2-dihydroquinolin-4-yl)benzyl)sulfamide hydrochloride